3-chloro-6-oxo-5,6,7,8-tetrahydronaphthalene-1-carbonitrile ClC=1C=C(C=2CCC(CC2C1)=O)C#N